[N+](=O)([O-])C1=CC=C(C=C1)OP(=O)(OC1=CC=C(C=C1)[N+](=O)[O-])[O-] bis(4-nitrophenyl)-phosphate